O=C1C(=C(C1=O)NC1=C(C(=NC=C1)C(=O)N(C)C)O)NC1C=2C=NN(C2CC(C1)(C)C)C 4-((3,4-dioxo-2-((1,6,6-trimethyl-4,5,6,7-tetrahydro-1H-indazol-4-yl)amino)cyclobut-1-en-1-yl)amino)-3-hydroxy-N,N-dimethylpicolinamide